5-[4-amino-5-(trifluoromethyl)pyrrolo[2,1-f][1,2,4]triazin-7-yl]-N-[(3R,4S)-1-[1-(3,5-difluoro-2-hydroxyphenyl)ethyl]-4-fluoropyrrolidin-3-yl]-2-methoxypyridine-3-carboxamide NC1=NC=NN2C1=C(C=C2C=2C=C(C(=NC2)OC)C(=O)N[C@@H]2CN(C[C@@H]2F)C(C)C2=C(C(=CC(=C2)F)F)O)C(F)(F)F